2-(2,6-dichlorophenyl)quinazoline ClC1=C(C(=CC=C1)Cl)C1=NC2=CC=CC=C2C=N1